CC=1C=C2C(CC3C(C(OC3=O)=O)C2=CC1)C1C(OC(C1)[O-])[O-] 1,3,3a,4,5,9b-hexahydro-7-methyl-5-(tetrahydro-2,5-dioxido-3-furanyl)-naphtho[1,2-c]-furan-1,3-dione